FC(OC1=CC=2C3=C(NC2C=C1)CCN(C3)CCC)(F)F 8-trifluoromethoxy-2-propyl-2,3,4,5-tetrahydro-1H-pyrido[4,3-b]indole